1-(((5R,7R)-3-(5-(tert-butyl)pyrazin-2-yl)-8,8-difluoro-2-oxa-1-oxa-3-azaspiro[4.5]decan-7-yl)methyl)-1H-benzo[d]imidazole-6-carbonitrile C(C)(C)(C)C=1N=CC(=NC1)N1OO[C@@]2(C1)C[C@@H](C(CC2)(F)F)CN2C=NC1=C2C=C(C=C1)C#N